CC1=C(C=C(C=C1)NC(=O)N(C)C)NC(=O)N(C)C 1,1'-(4-methyl-m-phenylene)bis(3,3-dimethylurea)